NCC1=CC=C(CO[C@H](C)C=2C=CC=C3C(=C(NC23)C(=O)O)C2=CC(=C(C=C2)CS(=O)(=O)C)Cl)C=C1 (R)-7-(1-((4-(Aminomethyl)benzyl)oxy)ethyl)-3-(3-chloro-4-((methylsulfonyl)methyl)phenyl)-1H-indole-2-carboxylic acid